N-(2-aminophenyl)-8-((6-(5-((2,4-difluorophenyl)sulfonylamino)-6-methoxypyridin-3-yl)-4-methylquinazolin-8-yl)oxy)octanamide NC1=C(C=CC=C1)NC(CCCCCCCOC=1C=C(C=C2C(=NC=NC12)C)C=1C=NC(=C(C1)NS(=O)(=O)C1=C(C=C(C=C1)F)F)OC)=O